[[5-(5,5,8a-trimethyl-2-methylene-decalin-1-yl)-3-methyl-pent-2-enoxy]-oxido-phosphoryl] phosphate P(=O)(OP(=O)([O-])OCC=C(CCC1C(CCC2C(CCCC12C)(C)C)=C)C)([O-])[O-]